C1(=CC=CC=2C3=CC=CC=C3NC12)C1=CC=CC=2C3=CC=CC=C3NC12 1,1'-bi-9H-carbazole